(3-fluoro-2-methoxyphenyl)(p-tolyl)sulfane FC=1C(=C(C=CC1)SC1=CC=C(C=C1)C)OC